C(C1=CC=CC=C1)N[C@@H]1[C@@H]([C@@H]2CC[C@H](C1)N2C(=O)OC(C)(C)C)OCC2=CC=CC=C2 |r| rac-tert-Butyl (1S,2S,3S,5R)-3-(benzylamino)-2-(benzyloxy)-8-azabicyclo[3.2.1]octane-8-carboxylate